C(C)NC(C)C1=CN=C(C2=CC=CC=C12)OC N-ethyl-1-(1-methoxyisoquinolin-4-yl)ethan-1-amine